N(O)=CC1=CC=CC(=N1)C(=O)N 6-(oximinomethyl)pyridine-2-carboxamide